C(CCCCCC)C1=CC=C(C=C1)/C=C/C(=O)C1=C(OCC(=O)O)C=C(C=C1)OCC=C(C)C 2-[2-[(E)-3-(4-Heptylphenyl)prop-2-enoyl]-5-(3-methylbut-2-enoxy)phenoxy]acetic acid